pentaerythritol bis(3-mercapto-3-methyl butyrate) SC(CC(=O)OCC(COC(CC(C)(C)S)=O)(CO)CO)(C)C